2,5-dioxopyrrolidin-1-yl 2-acetoxy-5-butyramidobenzoate C(C)(=O)OC1=C(C(=O)ON2C(CCC2=O)=O)C=C(C=C1)NC(CCC)=O